C(CCC)C=1C=C(C(=C(C1)O)[C@@H]1C=C(CC[C@H]1C(=C)C)C)O 5-butyl-2-((1R,6R)-3-methyl-6-(prop-1-en-2-yl)cyclohex-2-enyl)benzene-1,3-diol